butene sulfide C1C(CC)S1